5-bromo-1-((5-(5-(difluoromethyl)-1,3,4-oxadiazol-2-yl)pyridin-2-yl)methyl)-3-(piperidin-4-yl)-1,3-dihydro-2H-benzo[d]imidazol-2-one BrC1=CC2=C(N(C(N2C2CCNCC2)=O)CC2=NC=C(C=C2)C=2OC(=NN2)C(F)F)C=C1